(7R,8R)-8-hydroxy-7-((R)-5H-imidazo[5,1-a]isoindol-5-yl)-5,6,7,8-tetrahydronaphthalene-2-carboxamide O[C@@H]1[C@H](CCC=2C=CC(=CC12)C(=O)N)[C@H]1N2C(C3=CC=CC=C13)=CN=C2